3-(5-((4-(4-chlorophenyl)piperazin-1-yl)methyl)-1-oxoisoindolin-2-yl)piperidine-2,6-dione ClC1=CC=C(C=C1)N1CCN(CC1)CC=1C=C2CN(C(C2=CC1)=O)C1C(NC(CC1)=O)=O